2-(azetidin-3-yloxy)-1-(4-(4-chloro-3,5-difluoro-1H-indole-2-carbonyl)piperazin-1-yl)ethan-1-one N1CC(C1)OCC(=O)N1CCN(CC1)C(=O)C=1NC2=CC=C(C(=C2C1F)Cl)F